Ethyl 2-(4-(4-(2,5-dichlorophenyl)pyrimidine-2-carboxamido)-3,5-dimethylphenoxy)acetate ClC1=C(C=C(C=C1)Cl)C1=NC(=NC=C1)C(=O)NC1=C(C=C(OCC(=O)OCC)C=C1C)C